ClC1=CC=C(C(=N1)C(=O)OC(C)(C)C)NC(C)C=1C=C(C=C2C(C=C(OC12)SCC)=O)F tert-Butyl 6-chloro-3-[1-(2-ethylsulfanyl-6-fluoro-4-oxo-chromen-8-yl)ethylamino]pyridine-2-carboxylate